hexamethylenebis(3,5-di-t-butyl-4-hydroxy-4-methylphenol) C(C)(C)(C)C1C(=C(C=C(C1(C)O)C(C)(C)C)O)CCCCCCC1=C(C=C(C(C1C(C)(C)C)(O)C)C(C)(C)C)O